BrC=1C=NN2C1C1=C(CCC2)SC(=C1)C(=O)OCC Ethyl 1-bromo-6,7-dihydro-5H-pyrazolo[1,5-a]thieno[3,2-c]azepine-9-carboxylate